C[Si](OC(CC(=O)C)=O)(OC(CC(=O)C)=O)C=C methyl-vinyl-di(acetoacetoxy)silane